(1S)-(4,4-difluorocyclohexyl)(7-((5-ethyl-2-oxopyrrolidin-3-yl)methyl)imidazo[1,2-b]pyridazin-2-yl)methanaminium 2,2,2-trifluoroacetate FC(C(=O)[O-])(F)F.FC1(CCC(CC1)[C@H]([NH3+])C=1N=C2N(N=CC(=C2)CC2C(NC(C2)CC)=O)C1)F